methyl 3-cyclopropyl-7-fluoro-4,5-dihydroimidazo[1,5-a]quinoline-8-carboxylate C1(CC1)C=1N=CN2C1CCC1=CC(=C(C=C21)C(=O)OC)F